3-[2-deoxy-3,5-bis-O-(4-methylbenzoyl)-β-D-erythro-pentofuranosyl]-1-benzoyl-1,3,4,7-tetrahydro-2H-1,3-diazepin-2-one CC1=CC=C(C(=O)O[C@H]2C[C@@H](O[C@@H]2COC(C2=CC=C(C=C2)C)=O)N2C(N(CC=CC2)C(C2=CC=CC=C2)=O)=O)C=C1